CC1CC(CC(C1)C)[Si](OC)(OC)C1CCCC1 3,5-dimethyl-cyclohexyl-cyclopentyl-dimethoxysilane